[N+](=O)([O-])C1=C(C=C(C(=C1)OCCCCC)OCCCCC)CO (2-nitro-4,5-bis(pentyloxy)phenyl)methanol